tridecyl alcohol isononanoate C(CCCCCC(C)C)(=O)OCCCCCCCCCCCCC